((4-(2,6-Dimethylmorpholino)-2-methylphenyl)amino)-5-fluoro-4-methyl-2H-benzo[b][1,4]oxazin-3(4H)-one CC1OC(CN(C1)C1=CC(=C(C=C1)NC1C(N(C2=C(O1)C=CC=C2F)C)=O)C)C